4-[(6-bromo-5-fluoro-2-pyridinyl)oxymethyl]-3-iodo-benzonitrile BrC1=C(C=CC(=N1)OCC1=C(C=C(C#N)C=C1)I)F